C(C=C)(=O)[O-].C(CCCCCCCCCCCCCCCCC)[Sn+](CCCCCCCCCCCCCCCCCC)CCCCCCCCCCCCCCCCCC tristearyltin acrylate